ethanone, hydrochloride salt Cl.C(C)=O